C(C)(C)(C)OC(=O)NC1=C(C=C(C=N1)NC(C(=O)[O-])=O)C1CC1 2-[[6-(tert-butoxycarbonylamino)-5-cyclopropyl-3-pyridyl]amino]-2-oxo-acetate